NC1=NN2C=NC=3C(=CC(=CC3C2=N1)F)F amino-7,9-difluoro-[1,2,4]triazolo[1,5-c]quinazolin